N-(4-carboxybenzyl)-N,N-dimethyl-2,3-bis(oleoyloxy)propan-1-aminium C(=O)(O)C1=CC=C(C[N+](CC(COC(CCCCCCC\C=C/CCCCCCCC)=O)OC(CCCCCCC\C=C/CCCCCCCC)=O)(C)C)C=C1